7-oxocyclododecanoic acid O=C1CCCCCC(CCCCC1)C(=O)O